ClC=1C(=NC=CC1C1=NC(=C(C=C1)CNC[C@@H]1NC(CC1)=O)OC)C=1C(=C(C=CC1)NC(C1=NC=C(C(=C1)OC)CN1CC(C1)COC)=O)C (R)-N-(3-(3'-chloro-6-methoxy-5-((((5-oxopyrrolidin-2-yl)methyl)amino)methyl)-[2,4'-bipyridin]-2'-yl)-2-methylphenyl)-4-methoxy-5-((3-(methoxymethyl)azetidin-1-yl)methyl)picolinamide